tris-(2-dimethylamino-ethyl) phosphate P(=O)(OCCN(C)C)(OCCN(C)C)OCCN(C)C